((3S,4S)-4-((tert-Butoxycarbonyl)amino)-3-methyl-2-oxa-8-azaspiro[4.5]decan-8-yl)-5-methylpyrazine-2-carboxylic acid ethyl ester C(C)OC(=O)C1=NC=C(N=C1N1CCC2([C@@H]([C@@H](OC2)C)NC(=O)OC(C)(C)C)CC1)C